4-(4-nitro-2-(2-(2-(toluenesulfonyloxy)ethoxy)ethoxy)phenoxy)4-methylbenzenesulfonate [N+](=O)([O-])C1=CC(=C(OC2(CC=C(C=C2)S(=O)(=O)[O-])C)C=C1)OCCOCCOS(=O)(=O)CC1=CC=CC=C1